1,3-bis(4-hexyloxybutyl)imidazolium [1-[(4-methoxyphenyl)methyl]-2,6-dioxo-3-piperidyl]trifluoromethanesulfonate COC1=CC=C(C=C1)CN1C(C(CCC1=O)OS(=O)(=O)C(F)(F)F)=O.C(CCCCC)OCCCCN1C=[N+](C=C1)CCCCOCCCCCC